trans-2-((4-(5,6-diphenylpyrazin-2-yl)methylaminocyclohexyl)oxy)acetic acid C1(=CC=CC=C1)C=1N=CC(=NC1C1=CC=CC=C1)CN[C@@H]1CC[C@H](CC1)OCC(=O)O